1-[(8aS)-6-Chloro-5-(2-fluorophenyl)-8a,9,11,12-tetrahydropyrazino[2',1':3,4][1,4]oxazepino[5,6,7-de]quinazolin-10(8H)-yl]prop-2-en-1-one ClC1=C2C3=C(N=CN=C3C=C1C1=C(C=CC=C1)F)N1[C@H](CO2)CN(CC1)C(C=C)=O